n-amylketon C(CCCC)C(=O)CCCCC